N-[3-chloro-4-[4-(piperidine-4-carbonyl)piperazine-1-carbonyl]phenyl]-5-[2,3-difluoro-4-(2-methoxyethoxy)phenyl]-1-methyl-imidazole-2-carboxamide ClC=1C=C(C=CC1C(=O)N1CCN(CC1)C(=O)C1CCNCC1)NC(=O)C=1N(C(=CN1)C1=C(C(=C(C=C1)OCCOC)F)F)C